FC(O[C@H]1CN(CC1)C=1C=2N(N=C(C1)C=1C(NC(NC1)=O)=O)C=CN2)(F)F (R)-5-(8-(3-(trifluoromethoxy)pyrrolidin-1-yl)imidazo[1,2-b]pyridazin-6-yl)pyrimidine-2,4(1H,3H)-dione